2-(4-amino-1,3-dioxoisoindolin-2-yl)acetic acid NC1=C2C(N(C(C2=CC=C1)=O)CC(=O)O)=O